OP1(OC2=C(C3=C(O1)C=CC=1C=CC=CC13)C1=CC=CC=C1C=C2)=O.N[C@H]2C1=C(CN(CC2)C(=O)OC(C)(C)C)C=C(C=C1)Br tert-Butyl (R)-5-amino-8-bromo-1,3,4,5-tetrahydro-2H-benzo[c]azepine-2-carboxylate compound with (11bR)-4-hydroxydinaphtho[2,1-d:1',2'-f][1,3,2]dioxaphosphepine 4-oxide